C1CCC2=C(C=3CCCC3C=C12)NC(=O)[N-]S(N(C[C@H]1OCCC1)C=1C=NN(C1)C)(=O)=O.[Na+] Sodium [(1,2,3,5,6,7-hexahydro-s-indacen-4-yl)carbamoyl][(1-methyl-1H-pyrazol-4-yl)({[(2S)-oxolan-2-yl]methyl})sulfamoyl]azanide